(S)-N-((S)-1-cyano-2-((R)-5,5-dimethyl-2-oxopyrrolidin-3-yl)ethyl)-2-((S)-3,3-dimethyl-2-(2,2,2-trifluoroacetamido)butanamido)-4,4-dimethylpentanamide C(#N)[C@H](C[C@H]1C(NC(C1)(C)C)=O)NC([C@H](CC(C)(C)C)NC([C@H](C(C)(C)C)NC(C(F)(F)F)=O)=O)=O